1-Heptyl-4-Methylpiperidinium fluorid [F-].C(CCCCCC)[NH+]1CCC(CC1)C